(tert-butoxycarbonyl)-4-methoxypiperidine-3-carboxylic acid C(C)(C)(C)OC(=O)N1CC(C(CC1)OC)C(=O)O